C(C)(C)C1=CC(=NN1)C(=O)N[C@@H]1CCCC=2C3=CC(=CC=C3NC12)OC (R)-5-isopropyl-N-(6-methoxy-2,3,4,9-tetrahydro-1H-carbazol-1-yl)-1H-pyrazole-3-carboxamide